Cl(=O)(=O)(=O)[O-].[Sr+2].Cl(=O)(=O)(=O)[O-] Strontium perchlorat